C1(=CC=CC=C1)C=1C(=NC2=CC=CC=C2C1C(=O)O)C(=O)O 3-phenyl-2,4-quinolinedicarboxylic acid